FC1(CN(CC[C@H]1NC1=NN2C(C(=N1)OC)=C(C(=C2)F)C=2C=CC1=C(N(N=N1)CCC(F)F)C2)C2COC2)F (R)-N-(3,3-difluoro-1-(oxetan-3-yl)piperidin-4-yl)-5-(1-(3,3-difluoropropyl)-1H-benzo[d][1,2,3]triazol-6-yl)-6-fluoro-4-methoxypyrrolo[2,1-f][1,2,4]triazin-2-amine